ethyl 1-{3-chloro-4-[(3,5-difluoropyridin-2-yl)methoxy]-5',6-dimethyl-2-oxo-[1,4'-bipyridin]-2'-yl}-5-methyl-1,2,4-triazole-3-carboxylate ClC=1C(N(C(=CC1OCC1=NC=C(C=C1F)F)C)C1=CC(=NC=C1C)N1N=C(N=C1C)C(=O)OCC)=O